2-amino-4-hydroxymethylphosphinylbutanoic acid NC(C(=O)O)CCP(=O)CO